magnesium-magnesium phosphate P(=O)([O-])([O-])[O-].[Mg+2].[Mg+2]